4-(4,4-difluorocyclohexyl)-6-(2,5-difluorophenyl)-2-methylpyrimidin-5-amine FC1(CCC(CC1)C1=NC(=NC(=C1N)C1=C(C=CC(=C1)F)F)C)F